C(C)(C)(C)OC(N[C@@H]1C2=CC=CC=C2C2(CC2)C12CCN(CC2)C2=NC(=CC(=N2)C#N)C)=O (S)-(1''-(4-cyano-6-methylpyrimidin-2-yl)-3'H-dispiro[cyclopropane-1,1'-indene-2',4''-piperidine]-3'-yl)carbamic acid tert-butyl ester